NC1=C(C2=C(S1)C(=CC=C2C2=C(C=C1C(=NC(=NC1=C2F)OCC=O)N2CC1CCC(C2)N1C(=O)OC(C)(C)C)Cl)F)C#N tert-butyl 3-(7-(2-amino-3-cyano-7-fluorobenzo[b]thiophen-4-yl)-6-chloro-8-fluoro-2-(2-oxoethoxy)quinazolin-4-yl)-3,8-diazabicyclo[3.2.1]octane-8-carboxylate